dodecyl 3,5-di-tert-butyl-4-hydroxyphenylpropionate C(C)(C)(C)C=1C=C(C=C(C1O)C(C)(C)C)C(C(=O)OCCCCCCCCCCCC)C